N-[4-(4-methoxypiperidin-1-yl)phenyl]-7-{8-methyl-1H,2H,3H-pyrido[2,3-b][1,4]oxazin-7-yl}-5H,6H,7H,8H-pyrido[3,4-d]pyrimidin-2-amine COC1CCN(CC1)C1=CC=C(C=C1)NC=1N=CC2=C(N1)CN(CC2)C2=C(C1=C(OCCN1)N=C2)C